sorbitol pentastearate C(CCCCCCCCCCCCCCCCC)(=O)O.C(CCCCCCCCCCCCCCCCC)(=O)O.C(CCCCCCCCCCCCCCCCC)(=O)O.C(CCCCCCCCCCCCCCCCC)(=O)O.C(CCCCCCCCCCCCCCCCC)(=O)O.OC[C@H](O)[C@@H](O)[C@H](O)[C@H](O)CO